C1(=CC=CC=C1)N(C1=CC=C(C=C1)C1=CC=CC=C1)C1=CC=2C(C3=CC=CC=C3C2C=C1)(C1=CC=CC=C1)C1=CC=CC=C1 N-phenyl-N-(9,9-diphenylfluorene-2-yl)-N-(1,1'-biphenyl-4-yl)amine